The molecule is a 3-oxo-5alpha- steroid that is 5alpha-pregane-3-one carrying an additional hydroxy substituent at the 20beta-position. It is a 20-hydroxy steroid and a 3-oxo-5alpha-steroid. It derives from a hydride of a 5alpha-pregnane. C[C@H]([C@H]1CC[C@@H]2[C@@]1(CC[C@H]3[C@H]2CC[C@@H]4[C@@]3(CCC(=O)C4)C)C)O